BrC=1C=NN2C1N=C(N=C2NCC=2NC(=CN2)C2=CC=CC=C2)S(=O)(=O)C 8-bromo-2-(methanesulfonyl)-N-[(5-phenyl-1H-imidazol-2-yl)methyl]pyrazolo[1,5-a][1,3,5]triazin-4-amine